tert-butyl (2S,5R)-5-(hydroxy-methyl)-2-methylpiperazine-1-carboxylate OC[C@@H]1NC[C@@H](N(C1)C(=O)OC(C)(C)C)C